OC=1C(N(CC1C(=O)C=1SC=CC1)CCC1=CC=CC=C1)=O 3-hydroxy-1-(2-phenylethyl)-4-(2-thienyl-carbonyl)-1,5-dihydro-2H-pyrrol-2-one